C(C(C)C)C=1N=CC2=C(N1)NC=C2C2=CC=1N(C=C2)N=CC1C(=O)NC1CCOCC1 5-(2-isobutyl-7H-pyrrolo[2,3-d]pyrimidin-5-yl)-N-(tetrahydro-2H-pyran-4-yl)pyrazolo[1,5-a]pyridine-3-carboxamide